CN1CCC(CC1)C1=CC=C(C(=O)NC2=NNC3=CC(=CC=C23)NC2=C(C=CC=C2)C(F)(F)F)C=C1 4-(1-methylpiperidin-4-yl)-N-(6-((2-(trifluoromethyl)phenyl)amino)-1H-indazol-3-yl)benzamide